C(C)(C)(C)C1=CC=C(C=C1)I(I)C1=CC=C(C=C1)C(C)(C)C bis(4-t-butylphenyl)iodoIodine